ClC1=CC(=C(C=C1)C1=NN=CO1)C 5-(4-chloro-2-methyl-phenyl)-1,3,4-oxadiazol